O[C@@H](CC(=O)[O-])C.[Na+] sodium R-β-hydroxybutyrate